FC(OC1=NC=CC(=C1)C1=C(C=2CCC2C=C1)N)F 3-(2-(difluoromethoxy)pyridin-4-yl)bicyclo[4.2.0]Oct-1(6),2,4-trien-2-amine